triisopropyl-boroxine C(C)(C)B1OB(OB(O1)C(C)C)C(C)C